CN(C)CC1(CC1)COC=1N=C(C2=C(N1)CN(C2)C(=O)C2=CC(=CC1=CC=CC(=C21)I)O)N2C[C@@H](CCC2)C2=NNC(O2)=O (R)-5-(1-(2-((1-((dimethylamino)methyl)cyclopropyl)methoxy)-6-(3-hydroxy-8-iodo-1-naphthoyl)-6,7-dihydro-5H-pyrrolo[3,4-d]pyrimidin-4-yl)piperidin-3-yl)-1,3,4-oxadiazol-2(3H)-one